C1(CC1)C1=C(C(=NO1)C1=C(C=CC=C1Cl)Cl)COC=1N=CC(=NC1)C1(C(N(C1)C=1C=C(C(=O)[O-])C=CC1)O)C 3-(3-(5-((5-cyclopropyl-3-(2,6-dichlorophenyl)isoxazol-4-yl)methoxy)pyrazin-2-yl)-3-Methyl hydroxyazetidine-1-yl)benzoate